N-(dodecyloxy-2-hydroxypropyl)-trihydroxyethyl-ammonium chloride [Cl-].C(CCCCCCCCCCC)OCC(C[NH2+]CC(O)(O)O)O